[N+](=O)([O-])C1=CC(=CC=2C(N=C(SC21)N2CCC(CC2)OC2=C(C=CC=C2)C)=O)C(F)(F)F 8-nitro-2-(4-(o-tolyloxy)piperidin-1-yl)-6-(trifluoromethyl)-4H-benzo[e]-[1,3]thiazin-4-one